1-(2-(4-(5,7-dimethoxy-4-oxo-3,4-dihydroquinazolin-2-yl)-2,6-dimethylphenoxy)ethyl)-N2-methylphthalamide COC1=C2C(NC(=NC2=CC(=C1)OC)C1=CC(=C(OCCC2(C(=O)N)C(C(=O)NC)C=CC=C2)C(=C1)C)C)=O